1-methylpentanylamine CC(CCCC)N